N'-pentaphenoxymethyl-[1,3,5]triazine-2,4,6-triamine C1(=CC=CC2=CC3=CC=C4C=C5C=CC=CC5=CC4=C3C=C12)OCNC1=NC(=NC(=N1)N)N